NC(CC[Si](OCC)(OCC)OCC)C γ-Aminobutyltriethoxysilane